C1=CC=C2C(=C1)C(=O)N(C2=O)N N-aminophthalimide